5-(4-bromo-5-cyclopropyl-1-methyl-1H-imidazol-2-yl)-6-(difluoromethoxy)-2-methyl-2H-indazole BrC=1N=C(N(C1C1CC1)C)C1=CC2=CN(N=C2C=C1OC(F)F)C